FC=1C(=C(C(=C(C1F)F)F)[I+]C1=C(C(=C(C(=C1F)F)F)F)F)C(C(C(C(F)(F)F)(F)F)(F)F)(F)F perfluorobutyl-diphenyliodonium